COC(C(CCCCCCC=O)NCC1CCN(CC1)CC1=CC=CC=C1)=O (((1-benzyl-piperidin-4-yl)methyl)amino)-9-oxononanoic acid methyl ester